(R)-2-(tert-Butylamino)-1-(5-chloropyridin-3-yl)ethan C(C)(C)(C)NCCC=1C=NC=C(C1)Cl